tert-butyl (1-acryloylazetidin-3-yl)(methyl)carbamate C(C=C)(=O)N1CC(C1)N(C(OC(C)(C)C)=O)C